N6-(3-iodobenzyl)-5'-(N-methylcarbamoyl)-adenosine IC=1C=C(CNC=2C=3N=CN([C@H]4[C@H](O)[C@H](O)[C@@H](C(O)C(NC)=O)O4)C3N=CN2)C=CC1